FC=1C=CC(=NC1)C(C(C)(C)OC)=O 1-(5-fluoropyridin-2-yl)-2-methoxy-2-methylpropan-1-one